C1(CC1)CSC1=CC=C(C=N1)N1CCC2(CC1)[C@@H](C1=CC=CC=C1C2)NC(OC(C)(C)C)=O tert-butyl (S)-(1'-(6-((cyclopropylmethyl)thio)pyridin-3-yl)-1,3-dihydrospiro[indene-2,4'-piperidin]-1-yl)carbamate